SCCC[Si](OC)(OC)C 3-mercaptopropyl-methyldimethoxysilane